[4-[(E)-[(6-cyano-1,1-dioxo-1,2-benzothiazol-3-yl)-isobutyl-hydrazono]methyl]-2-methoxy-phenyl]boronic acid C(#N)C1=CC2=C(C(=NS2(=O)=O)N(\N=C\C2=CC(=C(C=C2)B(O)O)OC)CC(C)C)C=C1